N-(2-oxo-2-{4-[2-{[1-(propan-2-yl)-1H-pyrazolo[4,3-c]pyridin-6-yl]amino}-6-(pyrrolidin-1-yl)pyrimidin-4-yl]piperazin-1-yl}ethyl)acetamide O=C(CNC(C)=O)N1CCN(CC1)C1=NC(=NC(=C1)N1CCCC1)NC1=CC2=C(C=N1)C=NN2C(C)C